FC1=C2C(=NNC2=C(C(=C1F)F)F)C1=C(C(=C(C(=C1F)F)F)F)F 4,5,6,7-tetrafluoro-3-(perfluorophenyl)-1H-indazol